2-(3-((5-((5-Chloro-1-(tetrahydro-2H-pyran-2-yl)-1H-indazol-4-yl)carbamoyl)thiazol-2-yl)amino)-1H-pyrazol-1-yl)acetic acid ClC=1C(=C2C=NN(C2=CC1)C1OCCCC1)NC(=O)C1=CN=C(S1)NC1=NN(C=C1)CC(=O)O